ClC=1C(=CC(=C(C1)NC(OC(C)(C)C)=O)[N+](=O)[O-])C#N Tert-butyl (5-chloro-4-cyano-2-nitrophenyl)carbamate